COC1=CC=C(C=C1)C=1C(N(C(C1)=O)CC1CCOCC1)=O 3-(4-methoxyphenyl)-1-((tetrahydro-2H-pyran-4-yl)methyl)-1H-pyrrole-2,5-dione